4-(chloromethyl)-5-methyl-1H-imidazole ClCC=1N=CNC1C